ClCC(CCC(C(CCC(C(CCC(CCl)Cl)Cl)Cl)Cl)Cl)Cl 1,2,5,6,9,10,13,14-octachlorotetradecane